BrC=1C(=NC(=NC1)NC1=CC(=C(C=C1OC)N1CCC(CC1)=O)CC)NC=1C(=C2C=NC(=NC2=CC1)CC)P(=O)(C)C 1-(4-((5-bromo-4-((5-(dimethylphosphoryl)-2-ethylquinazolin-6-yl)amino)pyrimidin-2-yl)amino)-2-ethyl-5-methoxyphenyl)piperidin-4-one